BrC1=NC2=NC(=C(N=C2C(=N1)C12CC(C1)(C2)C(F)(F)F)C)C2CC2 2-bromo-7-cyclopropyl-6-methyl-4-[3-(trifluoromethyl)-1-bicyclo[1.1.1]pentanyl]pteridine